ClC=1C=NSC1C(=O)O 4-chloroisothiazole-5-carboxylic acid